2-Chloro-3-iodo-5,6-dimethylpyridin-4-amine ClC1=NC(=C(C(=C1I)N)C)C